Tert-butyl (3-(2-(4-(2,3-dichlorophenyl)piperazin-1-yl)ethyl)cyclobutyl)carbamate ClC1=C(C=CC=C1Cl)N1CCN(CC1)CCC1CC(C1)NC(OC(C)(C)C)=O